CN(C1=CC(=C(C=N1)B(O)O)OC)C 6-(DIMETHYLAMINO)-4-METHOXYPYRIDIN-3-YLBORONIC ACID